6-(2-fluoropyridin-4-yl)-4-(4-(pyridin-2-yl)piperazin-1-yl)quinazoline FC1=NC=CC(=C1)C=1C=C2C(=NC=NC2=CC1)N1CCN(CC1)C1=NC=CC=C1